ClC=1C=C(C(=O)NCC=2C=C3CCCN(C3=CC2)C(CC(C)C)=O)C=CC1Cl 3,4-dichloro-N-{[1-(3-methylbutanoyl)-1,2,3,4-tetrahydroquinolin-6-yl]methyl}benzamide